di-n-butyldimethoxysilane CCCC[Si](CCCC)(OC)OC